carbenetetracarbonyl-molybdenum C=[Mo](=C=O)(=C=O)(=C=O)=C=O